O1C(COCC1)COC1=NC(N2C(C3=CC=C(C=C3CC2)C#CC(CC(C)C)O)=C1)=O 2-([1,4]Dioxan-2-ylmethoxy)-9-(3-hydroxy-5-methyl-hex-1-ynyl)-6,7-dihydro-pyrimido[6,1-a]isoquinolin-4-one